COCCC(=O)NC1=CC=C(C=C1)C=1OC(=NN1)C1=CC=CC=C1 3-methoxy-N-[4-(5-phenyl-1,3,4-oxadiazol-2-yl)phenyl]propionamide